6-bromo-2-(4-methoxybenzyl)-4-nitroisoindoline-1,3-dione BrC1=CC(=C2C(N(C(C2=C1)=O)CC1=CC=C(C=C1)OC)=O)[N+](=O)[O-]